CS(=O)(=O)OCCCCCC hexyl methanesulfonate